3-methyl-N-((R)-1-(1-methylpiperidin-4-yl)ethyl)-4-((2,2,2-trifluoro-1-phenylethyl)amino)benzenesulfonamide methyl-(E)-3-(N'-hydroxycarbamimidoyl)-4-methoxybenzoate COC(C1=CC(=C(C=C1)OC)\C(\N)=N/O)=O.CC=1C=C(C=CC1NC(C(F)(F)F)C1=CC=CC=C1)S(=O)(=O)N[C@H](C)C1CCN(CC1)C